tert-butyl (3S)-3-{[8-carbamoyl-6-(4-fluorophenyl)pyrido[3,2-d]pyrimidin-4-yl]amino}piperidine-1-carboxylate C(N)(=O)C1=CC(=NC2=C1N=CN=C2N[C@@H]2CN(CCC2)C(=O)OC(C)(C)C)C2=CC=C(C=C2)F